ClC1=C(C=C(C=N1)C1=CSC2=C1C(N(C=C2)CC(=O)N2CC(C2)(C)F)=O)C 3-(6-chloro-5-methylpyridin-3-yl)-5-(2-(3-fluoro-3-methylazetidin-1-yl)-2-oxoethyl)thieno[3,2-c]pyridin-4(5H)-one